1-methyl-3-[3-methyl-2-oxo-5-(4-piperidyl)benzimidazol-1-yl]piperidine-2,6-dione CN1C(C(CCC1=O)N1C(N(C2=C1C=CC(=C2)C2CCNCC2)C)=O)=O